3-(3,5-bis(benzyloxy)-4-hydroxyphenoxy)-3-phenylacrylic acid C(C1=CC=CC=C1)OC=1C=C(OC(=CC(=O)O)C2=CC=CC=C2)C=C(C1O)OCC1=CC=CC=C1